piperidine-3-carboxylic acid (1-pyridin-4-yl-cyclopropyl)-amide N1=CC=C(C=C1)C1(CC1)NC(=O)C1CNCCC1